ClC=1C=C(C=CC1)C(CO)NC(=O)C=1N=CN(C1)C1=NC(=NC=C1C)NC1CCCCC1 N-(1-(3-chloro-phenyl)-2-hydroxy-ethyl)-1-(2-(cyclohexylamino)-5-methylpyrimidin-4-yl)-1H-imidazole-4-carboxamide